N-(1-methyl-4-azepanyl)-6-[3-(4-mesyl-2-anisidino)-1-propynyl]-2-methyl-1-(2,2,2-trifluoroethyl)-1H-1,3-benzimidazole-4-carboxamide CN1CCC(CCC1)NC(=O)C1=CC(=CC=2N(C(=NC21)C)CC(F)(F)F)C#CCNC=2C(OC)=CC=C(C2)S(=O)(=O)C